OC1(C(=O)O)CC=CC=C1.OC1CC(NC(C1)(C)C)(C)C 4-Hydroxy-2,2,6,6-tetramethylpiperidine 1-oxyl-benzoate